L-6-hydroxynicotinic acid OC1=NC=C(C(=O)O)C=C1